CCCCCCCCCCCCCCCCCCCC(=O)O[C@H](COC(=O)CCCC/C=C\C/C=C\C/C=C\C/C=C\CC)COP(=O)([O-])OCC[N+](C)(C)C 1-(6Z,9Z,12Z,15Z-octadecatetraenoyl)-2-eicosanoyl-glycero-3-phosphocholine